4-bromo-2-(bromomethyl)-1-(phenylmethoxy)benzene BrC1=CC(=C(C=C1)OCC1=CC=CC=C1)CBr